FC(OCC1(CCC1)[C@H]1CN(CCN1)C=1N=CSC1C(=O)N)F 4-((1r,3S)-3-(((difluoromethoxy)methyl)cyclobutyl)piperazin-1-yl)thiazol-5-carboxamide